bis(N-ethoxy-2,2-dimethyl-propanamido)tin (II) C(C)ON(C(C(C)(C)C)=O)[Sn]N(C(C(C)(C)C)=O)OCC